NC1=C(C=C(C=N1)C=1C=NN(C1)C1CCN(CC1)C(C)=O)C1=NC(=NO1)C1=CC=CC=C1 1-(4-(4-(6-amino-5-(3-phenyl-1,2,4-oxadiazol-5-yl)pyridin-3-yl)-1H-pyrazol-1-yl)piperidin-1-yl)ethanone